5-bromo-N-(2-carbamoyl-4-cyano-6-methyl-phenyl)-2-cyclopropyl-pyrazole-3-carboxamide BrC=1C=C(N(N1)C1CC1)C(=O)NC1=C(C=C(C=C1C)C#N)C(N)=O